2,6-dimethyl-4-(1-phenylazetidin-3-yl)benzaldehyde CC1=C(C=O)C(=CC(=C1)C1CN(C1)C1=CC=CC=C1)C